O=C1N(CCC(N1)=O)N1C(C2=CC=C(C=C2C1=O)CN1CCN(CC1)C1=CC=C(C=C1)[C@H]1[C@H](COC2=CC(=CC=C12)O)C1=CC=CC=C1)=O 2-(2,4-dioxotetrahydropyrimidin-1(2H)-yl)-5-((4-(4-((3S,4R)-7-hydroxy-3-phenylchroman-4-yl)phenyl)piperazin-1-yl)methyl)isoindoline-1,3-dione